ClC=1C(=C(C(=C(C1)C(C)=O)O)I)C 1-(5-chloro-2-hydroxy-3-iodo-4-methylphenyl)ethan-1-one